O=C1C=CC2=C(N=C(N=C2)N[C@@H](C)C2=CC=C(C=C2)C2(CCOCC2)NCCNC(C=C)=O)N1C(C)C N-{2-[(4-{4-[(1S)-1-{[7-oxo-8-(propan-2-yl)-7,8-dihydropyrido[2,3-d]pyrimidin-2-yl]amino}ethyl]phenyl}tetrahydro-2H-pyran-4-yl)amino]ethyl}prop-2-enamide